CC1=C(C(=CC=C1)C(F)(F)F)COC=1C=NC(=NC1)N1C[C@@H](CC1)C(=O)N (3R)-1-(5-{[2-methyl-6-(trifluoromethyl)phenyl]methoxy}pyrimidin-2-yl)pyrrolidine-3-carboxamide